FC=1C=C(C=CC1)C1=CNC2=CC=C(C=C12)C(=O)O 3-(3-fluorophenyl)-1H-indole-5-carboxylic acid